NCC1=CC=C(C=C1)CN1C2=NC(=NC(=C2N=C1OC)N)OCCOC 9-{[4-(aminomethyl)phenyl]methyl}-8-methoxy-2-(2-methoxyethoxy)-9H-purin-6-amine